2-((N,N-dimethylsulfamoyl)amino)-4-(trifluoromethyl)benzoic acid CN(S(=O)(=O)NC1=C(C(=O)O)C=CC(=C1)C(F)(F)F)C